ClC=1C2=CN(N=C2C=CC1C1=CN(C2=NC(=C(N=C21)C)N2C1CC(CC2CC1)NC(OC(C)(C)C)=O)S(N(C)C)(=O)=O)C tert-Butyl N-[exo-8-[7-(4-chloro-2-methyl-2H-indazol-5-yl)-5-(dimethylsulfamoyl)-2-methyl-5H-pyrrolo[2,3-b]pyrazin-3-yl]-8-azabicyclo[3.2.1]octan-3-yl]carbamate